N1C=C(C2=CC=CC=C12)C[C@@H](C)NC1CCOCC1 (R)-N-(1-(1H-indol-3-yl)propan-2-yl)tetrahydro-2H-pyran-4-amine